3-methyl-2-oxa-8-azaspiro[4.5]decan-4-one hydrochloride Cl.CC1OCC2(C1=O)CCNCC2